2,2'-Ethylidenebis(4,6-di-t-butylphenol) fluorophosphite P(O)(F)OC1=C(C=C(C=C1C(C)(C)C)C(C)(C)C)C(C)C1=C(C(=CC(=C1)C(C)(C)C)C(C)(C)C)O